C(C1=CC=CC=C1)OC1CCC(CC1)N1N=C(C=C1)C(F)F (4-(benzyloxy)cyclohexyl)-3-(difluoromethyl)-1H-pyrazole